N[C@H](CO)CCC (S)-2-amino-1-pentanol